4-(4-bromobenzo[b]thiophen-2-yl)-6-(4-fluorophenethyl)-2-isobutyl-5-(5-methyl-1,3,4-oxadiazol-2-yl)nicotinamide BrC1=CC=CC=2SC(=CC21)C2=C(C(=NC(=C2C(=O)N)CC(C)C)CCC2=CC=C(C=C2)F)C=2OC(=NN2)C